C(C)(CC)N1C(C(=CC(=C1)C1=NC(=NC=C1F)NC1CCNCC1)F)=O 1-(sec-butyl)-3-fluoro-5-(5-fluoro-2-(piperidin-4-ylamino)pyrimidin-4-yl)pyridin-2(1H)-one